methylenedimorpholine C(N1CCOCC1)N1CCOCC1